8-(6-((2-(3,3-dimethylpyrrolidin-1-yl)ethoxy)methyl)pyridin-3-yl)-1-isopropyl-3-methyl-1H-imidazo[4,5-c]cinnolin-2(3H)-one CC1(CN(CC1)CCOCC1=CC=C(C=N1)C1=CC=2C3=C(N=NC2C=C1)N(C(N3C(C)C)=O)C)C